BrC1=C(C(=O)OC)C=CC(=C1)N1CCC2(CC(C2)N2[C@@H](CCC2)C2=C(C=CC=C2)OC(C)C)CC1 methyl 2-bromo-4-{2-[(2S)-2-(2-isopropoxyphenyl)pyrrolidin-1-yl]-7-azaspiro[3.5]nonan-7-yl}benzoate